C(C)(C)(C)OC(=O)N[C@H](C(=O)N1[C@@H]([C@H]2C([C@H]2C1)(C)C)C(=O)OC)C(C)(C)OC methyl (1R,2S,5S)-3-((S)-2-((tert-butoxycarbonyl)amino)-3-methoxy-3-methylbutanoyl)-6,6-dimethyl-3-azabicyclo[3.1.0]hexane-2-carboxylate